CB(O)OBO.FC1(C(=C(C(C1(F)F)(F)F)C(C(F)(F)F)(C(F)(F)F)F)C(C(F)(F)F)(C(F)(F)F)F)F 3,3,4,4,5,5-hexafluoro-1,2-bis(perfluoropropan-2-yl)cyclopent-1-ene methyl-diboronate